3-Amino-3-[(1-cyclohexylpropan-2-yl)carbamoyl]propanoic acid NC(CC(=O)O)C(NC(CC1CCCCC1)C)=O